C(CCCCCCC\C=C/C\C=C/CCCCC)(=O)OC(C(CCCCCCCCC=O)CO)OC(CCCCCCCC)CCCCCCCC 1-(heptadecan-9-yloxy)-2-(hydroxymethyl)-11-oxoundecyl (9Z,12Z)-octadeca-9,12-dienoate